OC1=CC(N=C(N1CC(=O)OC)N1CCOCC1)=O methyl 2-(6-hydroxy-2-morpholino-4-oxo-1,4-dihydropyrimidin-1-yl)acetate